CN(C1CCCCC1)C.OC1=CC=C(C=C1)S(=O)(=O)O 4-hydroxybenzenesulfonic acid dimethylcyclohexylamine salt